C1=CC=C(C=C1)C/C(=N/OS(=O)(=O)[O-])/S[C@H]2[C@@H]([C@H]([C@@H]([C@H](O2)CO)O)O)O The molecule is an aralkylglucosinolate that is the conjugate base of glucotropeolin; major species at pH 7.3. It is a conjugate base of a glucotropeolin.